2-(2-acryloyl-2,6-diazaspiro[3.4]octan-6-yl)-4-(5-methyl-1H-indazol-4-yl)nicotinonitrile C(C=C)(=O)N1CC2(C1)CN(CC2)C2=C(C#N)C(=CC=N2)C2=C1C=NNC1=CC=C2C